C1(CC1)C=1C=NN2C1N=C(C=C2NCC2=CC=C(C=C2)C2=NC=C(C=C2)F)NC[C@@H]2[C@H](CNCC2)O (3R,4R)-4-(((3-cyclopropyl-7-((4-(5-fluoropyridin-2-yl)benzyl)amino)pyrazolo[1,5-a]pyrimidin-5-yl)amino)methyl)piperidin-3-ol